propargyl-sulphonate C(C#C)S(=O)(=O)[O-]